Disodium benzenesulfonate C1(=CC=CC=C1)S(=O)(=O)[O-].[Na+].[Na+].C1(=CC=CC=C1)S(=O)(=O)[O-]